N1N=CC(=C1)C1=CC=C(C=C1)N1C(N(C2(C1)CCNCC2)CC2=CC(=CC=C2)F)=O 3-(4-(1H-pyrazol-4-yl)phenyl)-1-(3-fluorobenzyl)-1,3,8-triazaspiro[4.5]decan-2-one